zinc (II) 1,3-cyclohexanedicarboxylate zinc (II) 2-acetyl-cyclohexanoate C(C)(=O)C1C(CCCC1)C(=O)[O-].[Zn+2].C1(CC(CCC1)C(=O)[O-])C(=O)[O-].[Zn+2]